COC1=CC(=CC=2CC(OC21)(C)C)C2(C(=NN(C2C(=O)N)C)CC)Cl 4-(7-methoxy-2,2-dimethyl-2,3-dihydrobenzofuran-5-yl)-1-methyl-3-ethyl-4-chloro-5-pyrazoleformamide